ClC=1C=C2C(CN(CC2=C(C1)Cl)C)C1=CC=C(C=C1)S(=O)(=O)NCCOCCOCCOCCNC(C1=CC=C(C(=O)NCCOCCOCCOCCNS(=O)(=O)C2=CC=C(C=C2)C2CN(CC3=C(C=C(C=C23)Cl)Cl)C)C=C1)=O N1,N4-bis(2-(2-(2-(2-(4-(6,8-dichloro-2-methyl-1,2,3,4-tetrahydroisoquinolin-4-yl)phenylsulfonamido)ethoxy)ethoxy)ethoxy)ethyl)terephthalamide